FC1=C(CN2N=CC3=C(C2=O)N(C2=C3C=CC=N2)C)C=CC=C1 7-(2-fluorobenzyl)-9-methyl-7,9-dihydro-8H-pyrido[3',2':4,5]pyrrolo[2,3-d]pyridazin-8-one